FC(C1=NN=C(S1)N1C(N(C2=C1C=C(C(=C2)F)S(=O)(=O)NC2(CC2)C)CCF)=O)F 3-[5-(difluoromethyl)-1,3,4-thiadiazol-2-yl]-6-fluoro-1-(2-fluoroethyl)-N-(1-methylcyclopropyl)-2-oxo-benzimidazole-5-sulfonamide